C(C)(C)(C)OC(=O)N1CCN(CC1)C1C=2C(NCC1)=C(N(N2)C2=CC=C(C=C2)OC2=C(C=CC=C2)C(F)(F)F)C(=O)O 7-[4-(tert-butoxycarbonyl)piperazin-1-yl]-2-{4-[2-(trifluoromethyl)phenoxy]phenyl}-4,5,6,7-tetrahydro-2H-pyrazolo[4,3-b]pyridine-3-carboxylic acid